[Ca].C(C(C)O)O propylene glycol Calcium